CC1=CC=CC(=N1)C=1N=C2N(CC(N2)CC(=O)O)C1C1=CC=2C=NC=CC2S1 2-[6-(6-Methylpyridin-2-yl)-5-{thieno[3,2-c]pyridin-2-yl}-1H,2H,3H-imidazo[1,2-a][1,3]diazol-2-yl]acetic acid